C(CCC)NC1=NC=CC(=N1)C1=CN(C2=CC=CC=C12)C N-butyl-4-(1-methyl-1H-indol-3-yl)pyrimidin-2-amine